C(CN=C(N)N)[C@H](C[C@@H](C(=O)O)N)O (+)-gamma-hydroxy-L-homoarginine